P(=O)([O-])([O-])[O-].C(CCCCCCCCCCCCCCC)(=O)OC[C@@H](OC(CCCCCCCCCCCCCCC)=O)COP(=O)(O)OCC[N+](C)(C)C.C(CCCCCCCCCCCCCCC)(=O)OC[C@@H](OC(CCCCCCCCCCCCCCC)=O)COP(=O)(O)OCC[N+](C)(C)C.C(CCCCCCCCCCCCCCC)(=O)OC[C@@H](OC(CCCCCCCCCCCCCCC)=O)COP(=O)(O)OCC[N+](C)(C)C 1,2-dipalmitoyl-sn-glycero-3-phosphorylcholine phosphate